((4-hydroxybutyl)azanediyl)bis(hexane-6,1-diyl) bis(2-(cyclopentylmethyl)decanoate) C1(CCCC1)CC(C(=O)OCCCCCCN(CCCCCCOC(C(CCCCCCCC)CC1CCCC1)=O)CCCCO)CCCCCCCC